(R)-7-chloro-8-fluoro-4-(3-hydroxy-3-methylpiperidin-1-yl)pyrido[4,3-d]Pyrimidine-2-carboxylic acid ClC1=C(C=2N=C(N=C(C2C=N1)N1C[C@](CCC1)(C)O)C(=O)O)F